C(C)(=O)N1CC(CCC1)/C=C/S(=O)(=O)NC(NC1=C2CCCC2=CC=2CCCC12)=O (E)-2-(1-Acetylpiperidin-3-yl)-N-((1,2,3,5,6,7-hexahydro-s-indacen-4-yl)carbamoyl)ethensulfonamid